COC1=C(CN2C(N(CCC2=O)C=2C=NN3C2C=C(C=C3)CC3CCN(CC3)CC3(CCCCC3)F)=O)C=CC(=C1)OC 3-(2,4-dimethoxybenzyl)-1-(5-((1-((1-fluorocyclohexyl)methyl)piperidin-4-yl)methyl)pyrazolo[1,5-a]pyridin-3-yl)dihydropyrimidine-2,4(1H,3H)-dione